FC(CC(C(C)(F)F)OC(C(C)(F)F)CC(F)(F)F)(F)F 1-trifluoroethyl-2,2-difluoropropyl ether